O1COC2=C1C=CC(=C2)CN(CC2=CC=C(C=C2)OCC)CC(=O)NO [1,3-benzodioxol-5-ylmethyl-[(4-ethoxy-phenyl)methyl]amino]ethanehydroxamic acid